3,3-dimethyl-6-vinyl-3,4-dihydroquinolin-2(1H)-one CC1(C(NC2=CC=C(C=C2C1)C=C)=O)C